Chloro-7-nitroisoindolin-1-one ClN1C(C2=C(C=CC=C2C1)[N+](=O)[O-])=O